C1(C=2C=C3C(=NC2C=CC1)C1=CC=CC=C1N3)=O 10H-indolo[3,2-b]quinolone